(R)-2-(4,4-difluoroazepan-1-yl)-5-(1-isopropyl-1H-pyrazol-4-yl)-4-methyl-N-(3-(S-methylsulfonimidoyl)phenyl)nicotinamide FC1(CCN(CCC1)C1=C(C(=O)NC2=CC(=CC=C2)[S@@](=O)(=N)C)C(=C(C=N1)C=1C=NN(C1)C(C)C)C)F